CN(C=1SC(=C2C1OCCO2)C=C2C(=NOC2=O)C(F)(F)F)C 4-((7-(dimethylamino)-2,3-dihydrothieno[3,4-b][1,4]dioxin-5-yl)methylene)-3-(trifluoromethyl)isoxazol-5(4H)-one